HYDROXYBUTYRAMIDE C(CC(=O)N)CO